CP(ON1N=CC(=C1)C=1SC=C(N1)C(NC=1C(=NN(C1)C)C1=NC=CC=C1)=O)([O-])=O.[K+] potassium (4-(4-((1-methyl-3-(pyridin-2-yl)-1H-pyrazol-4-yl) carbamoyl) thiazol-2-yl)-1H-pyrazol-1-yl) methylphosphonate